ClC1=NC2=CC(=C(C=C2C(=N1)NC1CCN(CC1)C1CCCCC1)OC)F 2-chloro-N-(1-cyclohexylpiperidin-4-yl)-7-fluoro-6-methoxyquinazolin-4-amine